N,N-bis(2-ethylhexyl)-5-methyl-2H-benzotriazole-2-methanamine C(C)C(CN(CN1N=C2C(=N1)C=CC(=C2)C)CC(CCCC)CC)CCCC